7-bromo-3-pentyl-quinolin-2-amine BrC1=CC=C2C=C(C(=NC2=C1)N)CCCCC